diazahexacyclo[14.7.1.02,14.04,13.06,11.020,24]tetracosa-1,6(11),12,14,16(24),17,19-heptaen C12=C3NN4CC=5CCCCC5C=C4C3=CC=3C=CC=C(CCC1)C23